Methyl 5-chloro-2-methyl-1,6-naphthyridine-3-carboxylate ClC1=C2C=C(C(=NC2=CC=N1)C)C(=O)OC